FC1=C(C=C(C=C1)F)[C@@H]1CN(CCN1)C(=O)OC(C)(C)C tert-Butyl (R)-3-(2,5-difluorophenyl)piperazine-1-carboxylate